5-[8-fluoro-6-hydroxy-2-(3-hydroxypropyl)-1,2,3,4-tetrahydroisoquinolin-7-yl]-1λ6,2,5-thiadiazolidine-1,1,3-trione FC=1C(=C(C=C2CCN(CC12)CCCO)O)N1CC(NS1(=O)=O)=O